Tert-butyl 5-[[3-fluoro-4-(oxaldehydoylamino)phenyl]sulfonyl-[(4-methoxyphenyl)methyl]amino]thiazole-4-carboxylate FC=1C=C(C=CC1NC(C=O)=O)S(=O)(=O)N(C1=C(N=CS1)C(=O)OC(C)(C)C)CC1=CC=C(C=C1)OC